1-{2-fluoro-4-methyl-5-[(2,2,2-trifluoroethyl)sulfinyl]phenyl}-3-(trifluoromethyl)-1H-1,2,4-triazol FC1=C(C=C(C(=C1)C)S(=O)CC(F)(F)F)N1N=C(N=C1)C(F)(F)F